3-[(1R)-1-aminoethyl]-4-fluoro-5-(trifluoromethyl)aniline tert-butyl-[(1S)-1-(1-{5-[(2-cyclopropylethanethioyl)amino]pyridin-2-yl}-1H-1,2,4-triazol-5-yl)ethyl]carbamate C(C)(C)(C)N(C(O)=O)[C@@H](C)C1=NC=NN1C1=NC=C(C=C1)NC(CC1CC1)=S.N[C@H](C)C=1C=C(N)C=C(C1F)C(F)(F)F